COC=1C=C2C(=NC(=NC2=CC1OC)NC1=CC(=C(C=C1)F)Cl)C(F)(F)F 6,7-dimethoxy-N-(3-chloro-4-fluorophenyl)-4-trifluoromethylquinazolin-2-amine